methylsulfamoyl-N1-(2-{[(4-isothiocyanatophenyl)thiocarbamoyl]amino}ethyl)-L-isoleucine amid CNS(=O)(=O)N[C@@H]([C@@H](C)CC)C(=O)NCCNC(NC1=CC=C(C=C1)N=C=S)=S